3-((2-(4-methoxybenzyl)-3-oxo-2,3-dihydro-1H-pyrrolo[3,4-c]pyridin-1-yl)methyl)-4-methylpicolinonitrile COC1=CC=C(CN2C(C=3C=NC=CC3C2CC=2C(=NC=CC2C)C#N)=O)C=C1